Trans-(rac)-1-tert-butoxycarbonyl-3-fluoro-piperidine-4-carboxylic acid C(C)(C)(C)OC(=O)N1C[C@H]([C@@H](CC1)C(=O)O)F |r|